2-hydroxy-4-icosyloxybenzophenone OC1=C(C(=O)C2=CC=CC=C2)C=CC(=C1)OCCCCCCCCCCCCCCCCCCCC